(R)-2-amino-3-(2-methyl-1H-indol-3-yl)propionic acid N[C@@H](C(=O)O)CC1=C(NC2=CC=CC=C12)C